C(C)(C)(C)C1=CC(=NC=C1)C1=CC=2C(=CN=C(C2C)SC(C(=O)O)(C)C)N1 2-((2-(4-(tert-Butyl)pyridin-2-yl)-4-methyl-1H-pyrrolo[2,3-c]pyridin-5-yl)thio)-2-methylpropanoic acid